CCC(CC)NC(=O)C1=CN=C(O1)C1=CC(=CC=C1)C1=CC(=NN1)C(NC1=CC(=CC=C1)OC(F)(F)F)=O N-(Pentan-3-Yl)-2-(3-(3-((3-(Trifluoromethoxy)Phenyl)Carbamoyl)-1H-Pyrazol-5-Yl)Phenyl)Oxazole-5-Carboxamide